methyl 2-(3-hydroxyoxetan-3-yl)acetate OC1(COC1)CC(=O)OC